O([C@H]1[C@H](O)[C@@H](O)[C@H](O)[C@H](O1)CO)C1=CC=C(C=C1)OC 4-methoxyphenyl β-D-glucopyranoside